8-methyl-2-[(3S)-tetrahydrofuran-3-ylmethyl]-4,5-dihydro-2H-furo[2,3-g]indazole-7-carboxylic acid ethyl ester C(C)OC(=O)C1=C(C2=C(CCC3=CN(N=C23)C[C@H]2COCC2)O1)C